R-3-aminobutanol hydroiodide I.N[C@@H](CCO)C